The molecule is a member of the class of naphthalenes that is naproxen in which the methoxy group has been replaced by a sulfooxy group. It has a role as a drug metabolite and a fungal xenobiotic metabolite. It is an aryl sulfate, a member of naphthalenes and a monocarboxylic acid. It derives from a naproxen. It is a conjugate acid of a desmethylnaproxen sulfate anion. C[C@@H](C1=CC2=C(C=C1)C=C(C=C2)OS(=O)(=O)O)C(=O)O